N-hydroxyleucine ON[C@@H](CC(C)C)C(=O)O